C(C)C(CNC([S-])=S)CCCC 2-ethylhexyldithiocarbamate